2-(4-octyl)-7-methyl-1-undecene CCCC(CCCC)C(=C)CCCCC(CCCC)C